COC1=C(C=C(C=C1)C(CN1C([C@@H]2N(CCNC2)CC1)=O)C)C1=CC=NN1 (9aR)-8-(2-(4-Methoxy-3-(1H-pyrazol-5-yl)phenyl)propyl)-9-oxooctahydro-2H-pyrazino[1,2-a]pyrazin